CN1N=CC(=C1C1CCN(CC1)C1=NC(=C(C#N)C(=C1)N1CC(C1)O)C(F)(F)F)C 6-(4-(1,4-dimethyl-1H-pyrazol-5-yl)piperidin-1-yl)-4-(3-hydroxyazetidin-1-yl)-2-(trifluoromethyl)nicotinonitrile